FC=1C=C(C=CC1)N1CCN(C2=CC=CC=C12)C(=O)NC[C@@H]1CN(CC1)C(=O)OC(C)(C)C tert-butyl (R)-3-((4-(3-fluorophenyl)-1,2,3,4-tetraHydroquinoxaline-1-carboxamido)methyl)pyrrolidine-1-carboxylate